C(C)(=O)OC(C(=O)OCC)=CC1=C(C=CC(=C1)O[Si](C)(C)C(C)(C)C)OCC1=CC=CC=C1 ethyl 2-acetoxy-3-(2-(benzyloxy)-5-((tert-butyldimethylsilyl)oxy)phenyl)acrylate